(7-(4-methoxyphenyl)-[1,2,3]triazolo[1,5-a]pyridin-3-yl)(piperidin-1-yl)methanone COC1=CC=C(C=C1)C1=CC=CC=2N1N=NC2C(=O)N2CCCCC2